COC=1C=C(C=C(C1)OC)C(C(C(F)(F)F)O)(C)C 3-(3,5-dimethoxyphenyl)-1,1,1-trifluoro-3-methylbutan-2-ol